(S)-N-(5-(1-(tert-butyl)-1H-pyrazol-4-yl)-pyridin-2-yl)-2-((2-(4-cyano-phenyl)propyl)-amino)-2-phenylacetamide C(C)(C)(C)N1N=CC(=C1)C=1C=CC(=NC1)NC([C@H](C1=CC=CC=C1)NCC(C)C1=CC=C(C=C1)C#N)=O